4-((4-([1,2,4]triazolo[1,5-a]pyridin-7-yloxy)-3-methyl-phenyl)amino)-5-bromopyrrolo[1,2-b]pyridazine-3-carbonitrile N=1C=NN2C1C=C(C=C2)OC2=C(C=C(C=C2)NC=2C=1N(N=CC2C#N)C=CC1Br)C